mono-4-t-octylphenyl ether C(C)(C)(CC(C)(C)C)C1=CC=C(C=C1)OC1=CC=C(C=C1)C(C)(C)CC(C)(C)C